(S)-2-methyl-N-[[4-(trifluoromethyl)phenyl]methylene]propane-2-sulfinamide CC(C)(C)[S@](=O)N=CC1=CC=C(C=C1)C(F)(F)F